N-((S)-1,1-dicyclopropyl-3-((2-fluoro-4-((S)-1-((2-fluoroethyl)amino)-1-oxopropan-2-yl)phenyl)amino)-3-oxopropan-2-yl)-1-isopropyl-1H-pyrazole-5-carboxamide C1(CC1)C([C@@H](C(=O)NC1=C(C=C(C=C1)[C@@H](C(=O)NCCF)C)F)NC(=O)C1=CC=NN1C(C)C)C1CC1